C(C)N(CC(=O)NC=1N=CC2=CC=C(C=C2C1)C=1C=NN(C1)C)CC 2-(diethylamino)-N-(6-(1-methyl-1H-pyrazol-4-yl)isoquinolin-3-yl)acetamide